6-(6-(6-Chloropyridin-2-yl)-2,3-dihydro-1H-imidazo[1,2-a]imidazol-5-yl)-[1,2,4]triazolo[1,5-a]pyridine ClC1=CC=CC(=N1)C=1N=C2N(CCN2)C1C=1C=CC=2N(C1)N=CN2